FC1(C(CN(CC1)C(=O)OC(C)(C)C)C=1C=NN(C1)C)F Tert-butyl 4,4-difluoro-3-(1-methyl-1H-pyrazol-4-yl)piperidine-1-carboxylate